2-Ethyl-8-(2-((methyl-(2-(methylamino)-ethyl)amino)methyl)-6,7-dihydro-4H-pyrazolo[5,1-c][1,4]oxazin-3-yl)-2-azaspiro[4.5]decan-1-one C(C)N1C(C2(CC1)CCC(CC2)C=2C(=NN1C2COCC1)CN(CCNC)C)=O